6-bromo-3,8-dimethyl-imidazo[1,2-a]pyridine BrC=1C=C(C=2N(C1)C(=CN2)C)C